1-((tetrahydro-2H-pyran-4-yl)methyl)indol-2-one tert-butyl-4-[6-(1-methylpyrazol-4-yl)pyrazolo[1,5-a]pyridin-4-yl]-3,6-dihydro-2H-pyridine-1-carboxylate C(C)(C)(C)OC(=O)N1CCC(=CC1)C=1C=2N(C=C(C1)C=1C=NN(C1)C)N=CC2.O2CCC(CC2)CN2C(CC1=CC=CC=C21)=O